N-[2-[[(2S)-2-methylpyrrolidin-1-yl]methyl]-1-(2-trimethylsilylethoxymethyl)pyrrolo[3,2-b]pyridin-6-yl]-1,1-diphenyl-methanimine C[C@@H]1N(CCC1)CC1=CC2=NC=C(C=C2N1COCC[Si](C)(C)C)N=C(C1=CC=CC=C1)C1=CC=CC=C1